C(C)(C)C1OC2=C(N(C1=O)C)C=C(C=C2C=2C1=C(C(N(C2)C)=O)NC=C1)S(=O)(=O)C 2-isopropyl-4-methyl-8-(6-methyl-7-oxo-6,7-dihydro-1H-pyrrolo[2,3-c]pyridin-4-yl)-6-(methylsulfonyl)-2H-1,4-benzoxazin-3(4H)-one